N-(3,4-dichlorophenyl)-1-fluoro-6,7,8,9-tetrahydro-5H-5,8-epiminocyclohepta[c]pyridine ClC=1C=C(C=CC1Cl)N1C(C2=C(C=C1)C1CCC(C2)N1)F